[O-]S(=O)(=O)C(F)(F)F.C(CCC)[N+]1(CCCCC1)C 1-Butyl-1-methylpiperidinium triflate